5-((6-(bis(4-chlorophenyl)methyl)-4-((1-((trifluoromethyl)sulfonyl)piperidin-4-yl)amino)quinolin-8-yl)oxy)pentanoic acid Sodium hydroxide [OH-].[Na+].ClC1=CC=C(C=C1)C(C=1C=C2C(=CC=NC2=C(C1)OCCCCC(=O)O)NC1CCN(CC1)S(=O)(=O)C(F)(F)F)C1=CC=C(C=C1)Cl